tert-butyl (S)-5-amino-4-(5-fluoro-6-oxo-6,8-dihydro-2H,7H-spiro[furo[2,3-e]isoindole-3,4'-piperidin]-7-yl)-5-oxopentanoate NC([C@H](CCC(=O)OC(C)(C)C)N1C(C2=C(C=C3C(=C2C1)OCC31CCNCC1)F)=O)=O